NC1=C2C(=NC=N1)N(N=C2C2=CC=C(C=C2)CNC(C2=C(C=CC(=C2)F)OC)=O)C2CCN(CC2)C(=O)OC(C)(C)C tert-butyl 4-(4-amino-3-(4-((5-fluoro-2-methoxybenzamido)methyl)phenyl)-1H-pyrazolo[3,4-d]pyrimidin-1-yl)piperidine-1-carboxylate